N[C@@H]1CN(CCC1)C1=CC(N(C(N1)=O)C)=O (S)-6-(3-aminopiperidin-1-yl)-3-methylpyrimidine-2,4(1H,3H)-dione